3-methyl-2-(7-(1-methylpiperidin-3-yl)furo[3,2-c]pyridazin-3-yl)-5-(trifluoromethyl)phenol formate C(=O)OC1=C(C(=CC(=C1)C(F)(F)F)C)C1=CC2=C(N=N1)C(=CO2)C2CN(CCC2)C